3-(2-methyl-2H-1,2,3-triazol-4-yl)aniline CN1N=CC(=N1)C=1C=C(N)C=CC1